FC(C=1C=C(C=CC1)C1=CC2=C(NC(C3N(C2=O)CCN(C3)C(COC3=CC(=C(C(=C3)OC)OC)OC)=O)=O)C=C1)(F)F 8-(3-(trifluoromethyl)phenyl)-2-(2-(3,4,5-trimethoxyphenoxy)acetyl)-1,3,4,12a-tetrahydrobenzo[e]pyrazino[1,2-a][1,4]diazepine-6,12(2H,11H)-dione